(R)-2-fluoro-4-((1-methyl-2-oxo-1,2-dihydropyridin-3-yl)amino)-N-(8-methylisoquinolin-1-yl)-N-(piperidin-3-yl)benzamide FC1=C(C(=O)N([C@H]2CNCCC2)C2=NC=CC3=CC=CC(=C23)C)C=CC(=C1)NC=1C(N(C=CC1)C)=O